N-(9,9-dimethylfluoren-2-yl)-N-{4-(naphthalen-1-yl)phenyl}-N-(6-phenyl-1,1':4',1''-terphenyl-4-yl)amine CC1(C2=CC=CC=C2C=2C=CC(=CC12)N(C1=CC=C(C(=C1)C1=CC=CC=C1)C1=CC=C(C=C1)C1=CC=CC=C1)C1=CC=C(C=C1)C1=CC=CC2=CC=CC=C12)C